COC(NC1=NC=CC(=C1)C1=NC=C(C(=C1)C(F)F)OC[C@@](CC(C)C)(C)N)=O (S)-(5-((2-amino-2,4-dimethylpentyl)oxy)-4-(difluoromethyl)-[2,4'-bipyridyl]-2'-yl)carbamic acid methyl ester